CN(C1=CC=C(S1)\C=C\1/C(=NOC1=O)C)C (E)-4-((5-(dimethylamino)thiophen-2-yl)methylene)-3-methylisoxazol-5(4H)-one